N-[(3R,4S)-1-{(5S)-5-[3-(2,6-difluorophenyl)-5-methylpyridin-2-yl]-4,5-dihydro-1,2-oxazol-3-yl}-4-fluoropyrrolidin-3-yl]-1-fluoromethanesulfonamide FC1=C(C(=CC=C1)F)C=1C(=NC=C(C1)C)[C@@H]1CC(=NO1)N1C[C@H]([C@H](C1)F)NS(=O)(=O)CF